O1CCC(CC1)N1CC=NC2=CC=CC=C12 4-(tetrahydro-2H-pyran-4-yl)-3,4-dihydroquinoxalin